tert-Butyl N-(5-ethyl-4-methyl-isoxazol-3-yl)carbamate C(C)C1=C(C(=NO1)NC(OC(C)(C)C)=O)C